ClC1=C(C=CC=C1Cl)B(O)O (2,3-dichlorophenyl)boronic acid